N1CCC(CC1)C1C=2C(NCC1)=C(N(N2)C2=CC=C(C=C2)OC2=CC(=CC=C2)C(F)(F)F)C(=O)N 7-(piperidin-4-yl)-2-{4-[3-(trifluoromethyl)phenoxy]phenyl}-4,5,6,7-tetrahydro-2H-pyrazolo[4,3-b]pyridine-3-carboxamide